5-(5-((2-(4-methylpiperazin-1-yl)pyridin-4-yl)amino)-1H-pyrrolo[2,3-b]pyridin-3-yl)-N-(1-methylpiperidin-4-yl)pyrazolo[1,5-a]pyridine-3-carboxamide CN1CCN(CC1)C1=NC=CC(=C1)NC=1C=C2C(=NC1)NC=C2C2=CC=1N(C=C2)N=CC1C(=O)NC1CCN(CC1)C